C(CCCCCCCCCCCCC)OC[C@@H](OCCCCCCCCCCCCCC)COP(=O)(O)O 1,2-ditetradecyl-sn-glycero-3-phosphate